(2R,3S)-3-((2-(6-cyano-3-methoxyquinolin-8-yl)-5-fluorobenzo[d]thiazol-6-yl)oxy)butan-2-yl (2-methylpyrimidin-5-yl)carbamate CC1=NC=C(C=N1)NC(O[C@H](C)[C@H](C)OC1=CC2=C(N=C(S2)C=2C=C(C=C3C=C(C=NC23)OC)C#N)C=C1F)=O